Cl.N[C@](C(=O)N1CCN(CC1)C(=O)NC1=NC(N(C=C1)C1=CC=C(C=C1)CN1CC(C(CC1)N)C)=O)(CO)C 4-[(2S)-2-Amino-3-hydroxy-2-methylpropanoyl]-N-(1-{4-[(4-amino-3-methylpiperidin-1-yl)methyl]phenyl}-2-oxo-1,2-dihydropyrimidin-4-yl)piperazine-1-carboxamide hydrochloride salt